C(=O)(OC(C)(C)C)NCCNCC N-Boc-N'-ethylethylenediamine